2-[(4-methoxyphenyl)methyl]-5-(pyridin-2-yl)-4H-pyrazol-3-one COC1=CC=C(C=C1)CN1N=C(CC1=O)C1=NC=CC=C1